tert-butyl N-(2-nitroethyl)carbamate [N+](=O)([O-])CCNC(OC(C)(C)C)=O